4-pentylnonyl 8-[2-[4-[2-[[8-oxo-8-(4-pentylnonoxy)octyl]-(6-oxo-6-undecoxy-hexyl)amino]ethyl]piperazin-1-yl]ethyl-(6-oxo-6-undecoxy-hexyl)amino]octanoate O=C(CCCCCCCN(CCN1CCN(CC1)CCN(CCCCCCCC(=O)OCCCC(CCCCC)CCCCC)CCCCCC(OCCCCCCCCCCC)=O)CCCCCC(OCCCCCCCCCCC)=O)OCCCC(CCCCC)CCCCC